benzyl 4-[8-[2-(2-hydroxyethoxy)ethyl]-2-methylsulfinyl-7-oxo-pyrido[2,3-d]pyrimidin-6-yl]-8-methyl-2,3-dihydroquinoxaline-1-carboxylate OCCOCCN1C(C(=CC2=C1N=C(N=C2)S(=O)C)N2CCN(C1=C(C=CC=C21)C)C(=O)OCC2=CC=CC=C2)=O